(5E)-5-benzylidene-2,2-dimethyl-4-(1-piperidinyl)piperidine-1-carboxylic acid tert-butyl ester C(C)(C)(C)OC(=O)N1C(CC(/C(/C1)=C/C1=CC=CC=C1)N1CCCCC1)(C)C